1-(5-{[(5-chlorothiophen-2-yl)methyl]amino}-3-(1-{[6-(trifluoromethyl)pyridin-2-yl]methyl}piperidin-4-yl)-1H-pyrazol-1-yl)-2,2-dimethylpropan-1-one ClC1=CC=C(S1)CNC1=CC(=NN1C(C(C)(C)C)=O)C1CCN(CC1)CC1=NC(=CC=C1)C(F)(F)F